OC=1C=C2C(C3(C=NC4=C(O3)C=C(C3=CC=CC=C34)C#N)N(C2=CC1)C)(C)C 5-hydroxy-6'-cyano-1,3,3-trimethyl-spiro-[indoline-2,3'-[3H]-naphtho[2,1-b][1,4]oxazine]